(R)-N-(7-chloro-6-(4-((3S,4S)-4-hydroxy-3-methyltetrahydrofuran-3-yl)piperazin-1-yl)isoquinolin-3-yl)-7-oxaspiro[3.5]nonane-1-carboxamide ClC1=C(C=C2C=C(N=CC2=C1)NC(=O)[C@@H]1CCC12CCOCC2)N2CCN(CC2)[C@]2(COC[C@H]2O)C